C(CCO)O.[Na] sodium 1,3-propylene glycol